ClC=1C=C(C=CC1Cl)C=1N=C(SC1CC(C)C)NC1=C(C(=O)OC)C=C(C=N1)C1=CC2=CC=CC=C2C=C1 methyl 2-(4-(3,4-dichlorophenyl)-5-isobutylthiazol-2-ylamino)-5-(naphthalen-2-yl)nicotinate